COC(C1=C(C=CC=C1)C(C1=CC=CC=C1)=O)=O methyl-2-benzoylbenzoate